C1([C@H](O)[C@@H](O)[C@H](O)CO1)NC(=S)N xylosyl-thiourea